sinapoyl-glutamic acid C(\C=C\C1=CC(OC)=C(O)C(OC)=C1)(=O)N[C@@H](CCC(=O)O)C(=O)O